NC=1C=CC(=NC1N)C=1C=C(C(=O)OC)C=C(C1)[N+](=O)[O-] methyl 3-(5,6-diaminopyridin-2-yl)-5-nitrobenzoate